2-(7-oxabicyclo[4.1.0]hept-3-yl)ethyltrimethoxysilane C12CC(CCC2O1)CC[Si](OC)(OC)OC